NC1=C2N=CN(C2=NC(=N1)F)[C@H]1C[C@@H]([C@@](O1)(C#C)COP(=O)(OC1=CC=CC=C1)N[C@@H](CC1=CC=CC=C1)C(=O)OCCCCCCCCCCCCCCCCCC)O Octadecyl ((((2R,3S,5R)-5-(6-amino-2-fluoro-9H-purin-9-yl)-2-ethynyl-3-hydroxytetrahydrofuran-2-yl)methoxy)(phenoxy)phosphoryl)-L-phenylalaninate